N-(2-amino-5-(methylamino)phenyl)-3-((4-(pyridazin-3-yl)phenyl)amino)benzamide NC1=C(C=C(C=C1)NC)NC(C1=CC(=CC=C1)NC1=CC=C(C=C1)C=1N=NC=CC1)=O